6-(Chlorosulfonyl)-7-fluorobenzofuran-2-carboxylic acid ethyl ester C(C)OC(=O)C=1OC2=C(C1)C=CC(=C2F)S(=O)(=O)Cl